oxazolidine-2-on O1C(NCC1)=O